2-(2-chloro-4-fluorophenyl)piperidine ClC1=C(C=CC(=C1)F)C1NCCCC1